4,5-dimethylcyclohex-1-ene CC1CC=CCC1C